CC(CCO)CCC(C(C)C)C 3,6,7-trimethyloctan-1-ol